C(C)NS(=O)(=O)N1C[C@H](CC1)NC1=C2N=CN(C2=NC(=N1)N[C@@](C)(C(C)C)O)CC |o1:22| (S)-N-ethyl-3-((9-ethyl-2-(((R*)-2-hydroxy-3-methylbutan-2-yl)-amino)-9H-purin-6-yl)amino)pyrrolidine-1-sulfonamide